7-((1R,5S,6s)-3-azabicyclo[3.1.0]hexane-6-ylethynyl)-N-(3-chloro-2-fluorophenyl)-6-nitroquinazolin-4-amine [C@@H]12CNC[C@H]2C1C#CC1=C(C=C2C(=NC=NC2=C1)NC1=C(C(=CC=C1)Cl)F)[N+](=O)[O-]